ClC1=C(C(=O)Cl)C=C(C(=N1)Cl)F 2,6-Dichloro-5-fluoronicotinoyl chloride